C(C)(=O)OC(C)C1(CCC1)C1=NC=C2C=NC(=NN21)SC 1-(1-(2-(methylthio)imidazo[5,1-f][1,2,4]triazin-7-yl)cyclobutyl)ethyl acetate